N-(2-(3-(3,3-dimethylbut-1-yn-1-yl)benzyl)-1-isobutyrylpyrrolidin-3-yl)ethane-sulfonamide CC(C#CC=1C=C(CC2N(CCC2NS(=O)(=O)CC)C(C(C)C)=O)C=CC1)(C)C